Methyl (Z)-1-(4-amino-2-fluorobut-2-en-1-yl)-4-(3-(dimethylphosphoryl)phenyl)-1H-benzo[d]imidazole-6-carboxylate hydrochloride Cl.NC\C=C(\CN1C=NC2=C1C=C(C=C2C2=CC(=CC=C2)P(=O)(C)C)C(=O)OC)/F